F[C@@H]1[C@@]2(C[C@H]([C@](C[C@H]1C(=C)C1=NN=C(S1)C1=C(C=C(C=C1)N1C=NC=C1)O)(N2)C)OC)C 2-(5-(1-((1S,2S,3S,5S,6R)-2-fluoro-6-methoxy-1,5-dimethyl-8-azabicyclo[3.2.1]octan-3-yl)vinyl)-1,3,4-thiadiazol-2-yl)-5-(1H-imidazol-1-yl)phenol